Cl.CN1CCN(CC1)C1=CC=C(C=C1)SC1=CC2=C(NC(=N2)NC(OC)=O)C=C1 Methyl (5-((4-(4-methylpiperazin-1-yl) phenyl)thio)-1H-benzo[d]imidazol-2-yl)carbamate hydrochloric acid salt